C(C)(C)(C)OC(=O)N1CCC(CC1)C=1C(=NC(=CC1)NCCC#N)OC.C(=O)(O)C1=CC=C(C=C1)C#CC1=CC(=CC(=C1)C#CC1=CC=C(C=C1)C(=O)O)C#CC1=CC=C(C=C1)C(=O)O 1,3,5-tri(4-carboxyphenylethynyl)Benzene tert-Butyl-4-(6-((2-Cyanoethyl)amino)-2-methoxypyridin-3-yl)piperidine-1-carboxylate